tert-butyl (3S)-6-[3-[3-(dimethylamino)propyl]phenyl]-3-methyl-3,4-dihydro-2H-pyridine-1-carboxylate CN(CCCC=1C=C(C=CC1)C1=CC[C@@H](CN1C(=O)OC(C)(C)C)C)C